FC=1C(=C(C=C(C1)C=1OC2=C(C1)C=CC=C2)OC)C(C)C 2-[5-fluoro-3-methoxy-4-isopropylphenyl]1-benzofuran